2-methyl-4-[4-(trifluoromethyl)phenoxy]-6-(trimethylstannyl)pyrimidine CC1=NC(=CC(=N1)OC1=CC=C(C=C1)C(F)(F)F)[Sn](C)(C)C